FC=1C(=C(C(=O)OCC)C=C(C1)NC(=O)C1(CC1)C1=C(C=C(C=C1)C(F)(F)F)F)C=1C=NN(C1)C Ethyl 3-fluoro-5-[({1-[2-fluoro-4-(trifluoromethyl) phenyl]cyclopropyl} carbonyl)amino]-2-(1-methyl-1H-pyrazol-4-yl)benzoate